COC=1C=NC=CC1C=O 3-METHOXYPYRIDINE-4-CARBOXALDEHYDE